C(C)OCCN1N=CC(=C1)C=1C=CC2=C(N(C(CC(=C2)C=2OC(=CN2)C)=O)CC2=CC=C(C=C2)OC)C1 8-(1-(2-ethoxyethyl)-1H-pyrazol-4-yl)-1-(4-methoxybenzyl)-4-(5-methyloxazol-2-yl)-1,3-dihydro-2H-benzo[b]azepin-2-one